O=C(/C=C/C1=CC2=C(OC(O2)=O)C=C1)C1=C(C=C(C=C1O)O)O 5-[(E)-3-Oxo-3-(2,4,6-trihydroxyphenyl)prop-1-enyl]-1,3-benzodioxol-2-one